C(=O)O.FC=1C=NN(C1)C1=CC=C(C=N1)CC(=O)N 2-(6-(4-fluoro-1H-pyrazol-1-yl)pyridin-3-yl)acetamide formate